N-(1-cyclopentyl-1H-pyrazol-4-yl)-2-(3-methyl-4-((6-(methylsulfonyl)quinolin-4-yl)oxy)phenyl)acetamide C1(CCCC1)N1N=CC(=C1)NC(CC1=CC(=C(C=C1)OC1=CC=NC2=CC=C(C=C12)S(=O)(=O)C)C)=O